C(=C)C1=CN(C=2N=CN=CC21)[C@H]2[C@@H]([C@@H]([C@H](C2)CNCCCNCCC2=CC=CC=C2)O)O (1R,2S,3R,5R)-3-{5-ethenylpyrrolo[2,3-d]pyrimidin-7-yl}-5-[({3-[(2-phenylethyl)amino]propyl}amino)methyl]cyclopentane-1,2-diol